ClC=1C=CC(=C(C1)C(C)=O)F 1-(5-chloro-2-fluorophenyl)ethan-1-one